CN(C)CCC(C(=O)N)=C di-methylaminoethylacrylamide